5-[4-cyclopropyl-7-[(3R)-1-methyl-3-piperidyl]imidazo[4,5-c]pyridazin-3-yl]-2-fluoro-benzothiophen-4-ol C1(CC1)C=1C2=C(N=NC1C1=CC=C3C(C=C(S3)F)=C1O)N(C=N2)[C@H]2CN(CCC2)C